Sodium 2,3-dihydroxynaphthalene-6-sulfonate OC1=CC2=CC=C(C=C2C=C1O)S(=O)(=O)[O-].[Na+]